FC1=CC(=CC=2N(C=NC21)C(C)C)C2=CC(=NC=C2C)NC(=O)[C@@H]2C[C@@H](CCC2)NC(CC)=O (1S,3R)-N-(4-(4-fluoro-1-isopropyl-1H-benzo[d]imidazol-6-yl)-5-methylpyridin-2-yl)-3-propionamidocyclohexane-1-carboxamide